octenyl-succinic, anhydride C(=CCCCCCC)C1C(=O)OC(C1)=O